2,5-dimethyl-2,5-di(tert-butylperoxy)hexane Methyl-5-isopropyl-1-methyl-1H-pyrazole-3-carboxylate COC(=O)C1=NN(C(=C1)C(C)C)C.CC(C)(CCC(C)(OOC(C)(C)C)C)OOC(C)(C)C